NC1=C(C=C(C(=O)O)C=C1NCCOC)F 4-amino-3-fluoro-5-(2-methoxyethylamino)benzoic acid